N-((1H-benzo[d]imidazol-6-yl)methyl)-N-(3-methoxybenzyl)-4-(piperidin-1-ylmethyl)thiazol-2-amine N1C=NC2=C1C=C(C=C2)CN(C=2SC=C(N2)CN2CCCCC2)CC2=CC(=CC=C2)OC